FC(C1=NN=C(O1)C1=CC=C(CN2N=C(N=N2)C2=CC=C3CCNC(C3=C2)=O)C=C1)F 7-(2-(4-(5-(difluoromethyl)-1,3,4-oxadiazol-2-yl)benzyl)-2H-tetrazol-5-yl)-3,4-dihydroisoquinolin-1(2H)-one